2-oxoethyl 2-(2-((tert-butoxycarbonyl)amino)ethoxy)acetate C(C)(C)(C)OC(=O)NCCOCC(=O)OCC=O